N-(1-hydroxy-2-methyl-3-oxobutan-2-yl)-2-methyl-5-[(pyridin-2-yl)methoxy]-2H-indazole-3-carboxamide OCC(C(C)=O)(C)NC(=O)C=1N(N=C2C=CC(=CC12)OCC1=NC=CC=C1)C